(5s,7s)-2-(difluoromethylsulfinyl)-7-fluoro-5-(3-fluorophenyl)-6,7-dihydro-5H-pyrrolo[1,2-b][1,2,4]triazole FC(S(=O)C=1N=C2N(N1)[C@@H](C[C@@H]2F)C2=CC(=CC=C2)F)F